1-(4-bromo-5-fluoro-2-methoxyphenyl)-2-oxo-1,2-dihydroquinoline-6-sulfonic acid perfluorophenyl ester FC1=C(C(=C(C(=C1F)F)F)F)OS(=O)(=O)C=1C=C2C=CC(N(C2=CC1)C1=C(C=C(C(=C1)F)Br)OC)=O